FC1CC(N2N=C(N=C21)C(C(=C)C)=O)C2=CC=CC=C2 1-(7-fluoro-5-phenyl-6,7-dihydro-5H-pyrrolo[1,2-b][1,2,4]triazol-2-yl)-2-methylpropan-2-en-1-one